C(C=C)[C@]1([C@H](N(CC1O)C(=O)OC(C)(C)C)C(=O)OC)CCO[Si](C)(C)C(C)(C)C 1-(tert-butyl) 2-methyl (2S,3R)-3-allyl-3-(2-((tert-butyldimethylsilyl)oxy)ethyl)-4-hydroxypyrrolidine-1,2-dicarboxylate